COC(CCC1(C(N(C(=C1C)C1=CC=C(C=C1)F)CC1=CC=CC=C1)=O)C)=O 3-(1-benzyl-5-(4-fluorophenyl)-3,4-dimethyl-2-oxo-2,3-dihydro-1H-pyrrol-3-yl)propionic acid methyl ester